6-(3-cyclopropoxyphenyl)-2-(pyridin-2-yl)-5,6,7,8-tetrahydro-[1,2,4]triazolo[4,3-a]pyridin-3(2H)-one C1(CC1)OC=1C=C(C=CC1)C1CCC=2N(C1)C(N(N2)C2=NC=CC=C2)=O